N-[(3,5-Difluoropyridin-2-yl)methyl]-2-[(3S)-3-(fluoromethyl)[1,4'-bipiperidin]-1'-yl]-1,3-thiazole-5-carboxamide FC=1C(=NC=C(C1)F)CNC(=O)C1=CN=C(S1)N1CCC(CC1)N1C[C@H](CCC1)CF